C(C)(C)(C)OC(=O)NC=1C=C(C=NC1C(=O)C=1C=2C=NN(C2C(=CC1)F)C1OCCCC1)C(=O)OCC Ethyl 5-(tert-butoxycarbonylamino)-6-(7-fluoro-1-tetrahydropyran-2-yl-indazole-4-carbonyl)pyridine-3-carboxylate